4-(5-carbamoyl-6-(methylamino)pyridin-3-yl)pyrimidine-5-carboxylic acid isopropyl ester C(C)(C)OC(=O)C=1C(=NC=NC1)C=1C=NC(=C(C1)C(N)=O)NC